FC=1C=C(C=O)C=CC1F 3,4-difluorobenzaldehyde